O1C(OCCC1)C1=CC=C(C=C1)C=1SC(=CN1)C=1C=NC(=CC1)C=C(C)C 2-(4-(1,3-dioxan-2-yl)phenyl)-5-(6-(2-methylprop-1-en-1-yl)pyridin-3-yl)thiazole